[O-]P([O-])(=O)OP(=O)([O-])[O-].[Zn+2].[Zn+2] dizinc pyrophosphate